2-hydrazino-6-{[4-(trifluoromethyl)benzyl]amino}pyrimidine-4-carbonitrile N(N)C1=NC(=CC(=N1)C#N)NCC1=CC=C(C=C1)C(F)(F)F